N[C@@H](CCC(NCCOCCOCCOCCOCCOCCOCCOCCOCCOCCOCCOCCOCCOCCOCCOCCOCCOCCOCCOCCOCCOCCOCCOCCOC)=O)C(=O)O (S)-78-amino-75-oxo-2,5,8,11,14,17,20,23,26,29,32,35,38,41,44,47,50,53,56,59,62,65,68,71-tetracosaoxa-74-azanonaheptacontan-79-oic acid